OC1=NOC(=C1)CC(=O)NC(C(=O)NC1=CC=C(C=C1)[Si](C)(C)C)C1=CC=C(C=C1)OC 2-(((3-hydroxy-1,2-oxazol-5-yl)acetyl)amino)-2-(4-methoxyphenyl)-N-(4-(trimethylsilyl)phenyl)acetamide